IC1=CN=C(N(C1=O)C)N1CCC2(C([C@@H](OC2)C)=O)CC1 (S)-8-(5-iodo-1-methyl-6-oxo-1,6-dihydropyrimidin-2-yl)-3-methyl-2-oxa-8-azaspiro[4.5]decan-4-one